racemic-methyl (3S,4R)-3-((tert-butoxycarbonyl)amino)-4-((6-(2,6-dichloro-3,5-dimethoxyphenyl)quinazolin-2-yl)amino)cyclopentane-1-carboxylate C(C)(C)(C)OC(=O)N[C@H]1C[C@@H](C[C@H]1NC1=NC2=CC=C(C=C2C=N1)C1=C(C(=CC(=C1Cl)OC)OC)Cl)C(=O)OC |&1:10|